(R)-1-((2,2-dimethyl-1,3-dioxolane-4-yl)methyl)-3-nitro-1H-pyrazole CC1(OC[C@H](O1)CN1N=C(C=C1)[N+](=O)[O-])C